(2R,5'S)-3-oxo-4,5-dihydro-3H-spiro[pyrido[2,3-f][1,4]oxazepine-2,3'-pyrrolidine]-5'-carboxamide O=C1NCC2=C(O[C@]13CN[C@@H](C3)C(=O)N)C=CC=N2